C[Si](C1(C(=C(C(=C1C)C)C)C)C)(C)C 5-trimethylsilyl-1,2,3,4,5-pentamethyl-1,3-cyclopentadiene